C1(CCCC1)N1C(N(C=2C=NC(=CC21)NC2=C(C=C(C=C2)N2CCOCC2)C)C)=O Cyclopentyl-3-methyl-6-((2-methyl-4-morpholinophenyl)amino)-1,3-dihydro-2H-imidazo[4,5-c]pyridin-2-one